5,6-dimethyl-4'-(trifluoromethyl)[1,1'-biphenyl]-2-carboxylic acid CC1=CC=C(C(=C1C)C1=CC=C(C=C1)C(F)(F)F)C(=O)O